C(C)(C)(C)C1=CC=2NC3=CC=CC=C3C2C=C1 2-tert-butylcarbazole